ClC1=C(NC(CC(=O)OCC)=O)C=CC(=C1)OC ethyl 3-(2-chloro-4-methoxy-anilino)-3-oxo-propanoate